CC1(OC(=CC1)CCCCCC)C(=O)OCC ethyl 2-methyl-5-hexylfurancarboxylate